C(C=C)(=O)NC=1C=C(OC=2C3=C(N=CN2)NC(=C3)C3=CC=C(C=C3)NC(=O)C3CCN(CC3)C)C=CC1 N-(4-(4-(3-acrylamidophenoxy)-7H-pyrrolo[2,3-d]pyrimidin-6-yl)phenyl)-1-methylpiperidine-4-carboxamide